fluoropropylene oxide FC1C(C)O1